C(C)(C)(C)OC(=O)N1CC2(C(CC1)=NN(C2=O)C2COC2)CC2=CC=CC=C2 3a-Benzyl-2-(oxetane-3-yl)-3-oxo-4H,6H,7H-pyrazolo[4,3-c]pyridine-5-carboxylic acid tert-butyl ester